di-tert-butyl (2S)-3-ethylpyrrolidine-1,2-dicarboxylate C(C)C1[C@H](N(CC1)C(=O)OC(C)(C)C)C(=O)OC(C)(C)C